7,9-di-tert-butyl-3-(naphthalen-1-yl)-4-phenyl-1-oxa-2-azaspiro[4.5]deca-2,6,9-trien-8-one C(C)(C)(C)C1=CC2(C(C(=NO2)C2=CC=CC3=CC=CC=C23)C2=CC=CC=C2)C=C(C1=O)C(C)(C)C